FC=1C=CC(=C2CN(C(C12)=O)C1C(NC(CC1)=O)=O)S(=O)(=O)C 3-(7-fluoro-4-(methylsulfonyl)-1-oxoisoindolin-2-yl)piperidine-2,6-dione